5-methoxy-3-(2-(pyrrolidin-1-yl)ethyl)-1H-pyrrolo[2,3-b]pyridine dihydrochloride Cl.Cl.COC=1C=C2C(=NC1)NC=C2CCN2CCCC2